3-chloro-6-(2,6-difluorophenyl)-N-(3-methylpiperidin-4-yl)imidazo[1,2-b]pyridazin-8-amine ClC1=CN=C2N1N=C(C=C2NC2C(CNCC2)C)C2=C(C=CC=C2F)F